OCC([C@H](C[C@H]1C(NCC1)=O)NC(=O)[C@H]1N(C[C@H]2[C@@H]1CCC2)C(=O)[C@]2(NC(CC2)=O)C2=CC=CC=C2)=O (1S,3aR,6aS)-N-((S)-4-hydroxy-3-oxo-1-((S)-2-oxopyrrolidin-3-yl)butan-2-yl)-2-((R)-5-oxo-2-phenylpyrrolidine-2-carbonyl)octahydrocyclopenta[c]pyrrole-1-carboxamide